C(#C)C=1N=CC2=CC=C(C=C2C1)C1=C(C2=C(N=CN=C2N)N1C)C1=CC(=C(C=C1)OC1=NC=CC(=N1)C)F 6-(3-ethynylisoquinolin-6-yl)-5-(3-fluoro-4-((4-methylpyrimidin-2-yl)oxy)phenyl)-7-methyl-7H-pyrrolo[2,3-d]pyrimidin-4-amine